ClC1=C(C=CC(=C1)C)B(O)O 2-chloro-4-methylphenylboronic acid